trans-1,2-bis(2,3-dimethoxybenzamido)cyclohexane COC1=C(C(=O)N[C@H]2[C@@H](CCCC2)NC(C2=C(C(=CC=C2)OC)OC)=O)C=CC=C1OC